5-(4-((6-methoxypyridin-3-yl)ethynyl)phenoxy)-1H-1,2,3-triazole-4-carboxylic acid ethyl ester C(C)OC(=O)C=1N=NNC1OC1=CC=C(C=C1)C#CC=1C=NC(=CC1)OC